3,5-dihydroxy-2,4,6-trinitrofluorobenzene bis-diaminoguanidine salt NNC(NN)=N.NNC(NN)=N.OC=1C(=C(C(=C(C1[N+](=O)[O-])O)[N+](=O)[O-])F)[N+](=O)[O-]